N[C@@H]1C2=CC=CC=C2CC12CCN(CC2)C=2NC(C1=C(N2)NN=C1C1(CC1)C1=CC(=CC=C1)OC)=O (S)-6-(1-amino-1,3-dihydrospiro[indene-2,4'-piperidin]-1'-yl)-3-(1-(3-methoxyphenyl)cyclopropyl)-1,5-dihydro-4H-pyrazolo[3,4-d]pyrimidin-4-one